(4E)-4-(cyclopropylmethylidene)-2-[3-(trifluoromethyl)phenyl]-1,3-oxazol-5-one C1(CC1)\C=C/1\N=C(OC1=O)C1=CC(=CC=C1)C(F)(F)F